C(CCCCCCCCCCCC)N(CCCCCCCCCCCCC)C(C1=C(C=CC=C1)O)C1=CC=C(C=C1)CCCCCCCCCCCC 2-((Ditridecylamino)(4-dodecylphenyl)methyl)phenol